(1S,3S)-3-((6-(5-amino-1-methyl-1H-1,2,3-triazol-4-yl)-2-methylpyridin-3-yl)oxy)cyclohexane-1-carboxylic acid methyl ester COC(=O)[C@@H]1C[C@H](CCC1)OC=1C(=NC(=CC1)C=1N=NN(C1N)C)C